(R)-2-(2-methylmorpholino)-5-nitropyrimidin-4-amine C[C@H]1OCCN(C1)C1=NC=C(C(=N1)N)[N+](=O)[O-]